O=C1NC(CCC1C1=C(CN(C2CCN(CC2)C2=CC=C(C=C2)NC2=NC=C(C(=N2)NCC=2C(=NC=CN2)N(S(=O)(=O)C)C)C(F)(F)F)C)C=CC=C1)=O N-(3-(((2-((4-(4-((2-(2,6-dioxopiperidin-3-yl)benzyl)(methyl)amino)piperidin-1-yl)phenyl)amino)-5-(trifluoromethyl)pyrimidin-4-yl)amino)methyl)pyrazin-2-yl)-N-methylmethanesulfonamide